(6α,11β,16β)-21-Chloro-6,9-difluoro-11-hydroxy-16-methyl-17-(1-oxopropoxy)pregna-1,4-diene-3,20-dione ClCC([C@]1([C@H](C[C@H]2[C@@H]3C[C@@H](C4=CC(C=C[C@]4(C)[C@]3([C@H](C[C@]12C)O)F)=O)F)C)OC(CC)=O)=O